5-((4-(trifluoromethyl)phenyl)amino)-1,2,3,4-tetrahydroisoquinoline FC(C1=CC=C(C=C1)NC1=C2CCNCC2=CC=C1)(F)F